OC1=C(C=C(C(=C1)O)O)C(CCC)=O 1-(2,4,5-trihydroxyphenyl)-1-butanone